2-(3-(2-(2,2-Dimethylbenzo[d][1,3]dioxol-5-yl)ethyl)isoxazol-5-yl)-2,5,7,8-tetramethyl-2,3-dihydrobenzo[b][1,4]oxathiin-6-ol CC1(OC2=C(O1)C=CC(=C2)CCC2=NOC(=C2)C2(CSC1=C(O2)C(=C(C(=C1C)O)C)C)C)C